1-(1,3-benzothiazol-2-yl)piperazin-2-one S1C(=NC2=C1C=CC=C2)N2C(CNCC2)=O